N[C@@H](C)C(=O)N([C@@H](CC(C)C)C(=O)N1C[C@]2(C[C@H]1C(=O)N)C(NC1=C(O2)C=CC(=C1)F)=O)C (2R,5'S)-1'-(N-(L-alanyl)-N-methylleucyl)-6-fluoro-3-oxo-3,4-dihydrospiro[benzo[b][1,4]oxazine-2,3'-pyrrolidine]-5'-carboxamide